C(=O)(O)CCCCCCCCCCOP([O-])(N(C(C)C)C(C)C)CCC#N 10-carboxy-decyl-(2-cyanoethyl)-(N,N-diisopropyl)-phosphoramidite